O[C@@H]1[C@H](C([C@H](C1)N1C=2N=C(NC(C2N=C1)=O)NC(C1=CC=CC=C1)=O)=C)CO N-(9-((1S,3R,4S)-4-hydroxy-3-hydroxymethyl-2-methylenecyclopentyl)-6-oxo-6,9-dihydro-1H-purin-2-yl)benzamide